(S)-N-(1-(5-([1,1'-biphenyl]-4-yl)-1,2,4-oxadiazol-3-yl)-3-methylbutyl)-3-hydroxy-4-methoxypicolinamide C1(=CC=C(C=C1)C1=NC(=NO1)[C@H](CC(C)C)NC(C1=NC=CC(=C1O)OC)=O)C1=CC=CC=C1